N-[(3-amino-4-bromophenyl)methyl]-6-cyclopropyl-N-(1,1-dioxo-2,3-dihydro-1lambda6-benzothiophen-7-yl)pyridine-3-carboxamide NC=1C=C(C=CC1Br)CN(C(=O)C=1C=NC(=CC1)C1CC1)C1=CC=CC=2CCS(C21)(=O)=O